2,3-diacetamido-2,3-dideoxy-&alpha;-D-mannuronate C(C)(=O)N[C@@H]1[C@@H](O)O[C@@H]([C@H]([C@@H]1NC(C)=O)O)C(=O)[O-]